C(#N)C1=NC=CC(=C1)C1=CN=C(O1)C(=O)N1[C@@H]2[C@H](CC1)[C@@H](N(C2)C#N)C (3aR,4S,6aR)-1-(5-(2-cyanopyridin-4-yl)oxazole-2-carbonyl)-4-methyl-hexahydropyrrolo[3,4-b]pyrrole-5(1H)-carbonitrile